N-(2-((4-(6-bromopyridin-2-yl)thiazol-2-yl)amino)-2-oxoethyl)-1-(tert-butyl)-1H-pyrrole-3-carboxamide BrC1=CC=CC(=N1)C=1N=C(SC1)NC(CNC(=O)C1=CN(C=C1)C(C)(C)C)=O